O1C(=CC2=C1C=CC=C2)C=2C(=NC(=NC2)O)O 5-(benzofuran-2-yl)pyrimidine-2,4-diol